2-(ethoxymethyl)-5-(4-fluoro-2-methylphenyl)-4-hydroxy-N-[4-[(7-methoxy-1,5-naphthyridin-4-yl)oxy]phenyl]-6-methylpyridine-3-carboxamide C(C)OCC1=NC(=C(C(=C1C(=O)NC1=CC=C(C=C1)OC1=CC=NC2=CC(=CN=C12)OC)O)C1=C(C=C(C=C1)F)C)C